tert-butyl (3-(7-acetyl-3-oxo-9-phenyl-1H-pyrrolo[3,4-b]indolizin-2(3H)-yl)propyl)carbamate C(C)(=O)C=1C=CN2C3=C(C(=C2C1)C1=CC=CC=C1)CN(C3=O)CCCNC(OC(C)(C)C)=O